ClC1=C2C(=C(N=N1)NC1COCC1(C)C)C=NC=C2 1-chloro-N-(4,4-dimethyloxolan-3-yl)pyrido[3,4-d]pyridazin-4-amine